2,5-bis(mercaptomethyl)-1,4-dithiahexane SCC(S)CSC(C)CS